FC1=C(C(=C(C=C1)C1=NN=C(S1)CN1C2(CC2)C(N(C1=O)[C@H](C(F)(F)F)C1=CC=CC=C1)=O)C)O (S)-4-((5-(4-fluoro-3-hydroxy-2-methylphenyl)-1,3,4-thiadiazol-2-yl)methyl)-6-(2,2,2-trifluoro-1-phenylethyl)-4,6-diazaspiro[2.4]heptane-5,7-dione